COC1=C2C(C=C(OC2=C(C=C1)C=1C=CC(=C2C(C=C(OC12)C(C(=O)OC)(C)C)=O)OC)C(C(=O)OC)(C)C)=O Dimethyl 2,2'-(5,5'-Dimethoxy-4,4'-dioxo-4H,4'H-[8,8'-bichromene]-2,2'-diyl)bis(2-methylpropanoate)